2,2'-[naphthalene-1,7-diylbis(oxyethane-2,1-diyloxy[1,1'-binaphthalene]-2',2-diyloxy)]di(ethan-1-ol) C1(=CC=CC2=CC=C(C=C12)OCCOC1=C(C2=CC=CC=C2C=C1)C1=C(C=CC2=CC=CC=C12)OCCO)OCCOC1=C(C2=CC=CC=C2C=C1)C1=C(C=CC2=CC=CC=C12)OCCO